FC1=C(C(=O)N(C[C@@H]2COCC2)C)C(=CC(=C1)C1=CNC2=NC=C(N=C21)C=2C=C1CCN(CC1=C(C2)OC)C)F (R)-2,6-difluoro-4-(2-(8-methoxy-2-methyl-1,2,3,4-tetrahydroisoquinolin-6-yl)-5H-pyrrolo[2,3-b]pyrazin-7-yl)-N-methyl-N-((tetrahydrofuran-3-yl)methyl)benzamide